laurylcholine chloride [Cl-].C(CCCCCCCCCCC)OCC[N+](C)(C)C